[Sn].[Pt].[Cu] copper platinum tin